(S)-1-(5-(3-phenylpropyl)-1,3,4-oxadiazol-2-yl)pyrrolidine-2-carboxamide C1(=CC=CC=C1)CCCC1=NN=C(O1)N1[C@@H](CCC1)C(=O)N